CC(C)(CCC(C)(OOC(C(CCCC)CC)=O)C)OOC(C(CCCC)CC)=O dl-2,5-dimethyl-2,5-di(2-ethylhexanoylperoxy)hexane